C(C1=CC=CC=C1)OC1=NC(=CC=C1NC1=CC(=C(C(=C1)F)N1CCN(CC1)C(=O)OC(C)(C)C)F)OCC1=CC=CC=C1 tert-butyl 4-[4-[(2,6-dibenzyloxy-3-pyridyl)amino]-2,6-difluoro-phenyl]piperazine-1-carboxylate